CS(=O)C=1C=C(C=CC1)B(O)O 3-METHYLSULFINYLPHENYLBORONIC ACID